2-amino-1-(2-(2-fluorophenyl)-3-((4-fluorophenyl)amino)-8,8-dimethyl-5,6-dihydroimidazo[1,2-a]pyrazin-7(8H)-yl)ethan-1-one NCC(=O)N1C(C=2N(CC1)C(=C(N2)C2=C(C=CC=C2)F)NC2=CC=C(C=C2)F)(C)C